C1(CC1)CCC(=O)N1CC(C(CC1)(O)CN1C=NC(=CC1=O)C1=C(C=CC=C1)F)(C)C 3-((1-(3-cyclopropylpropionyl)-4-hydroxy-3,3-dimethylpiperidin-4-yl)methyl)-6-(2-fluorophenyl)pyrimidin-4(3H)-one